(3aR,6aR)-Spiro[1-azabicyclo[2.2.2]octane-3,4'-imidazolidin]-2'-one N1C(NC2(C1)CN1CCC2CC1)=O